FC(C)(F)C1=NC(=CC(=N1)NC1=CC(=NC=C1C1=NN(C=C1)CC(C)(C)OC)NC(C)=O)C N-(4-((2-(1,1-difluoroethyl)-6-methylpyrimidin-4-yl)amino)-5-(1-(2-methoxy-2-methylpropyl)-1H-pyrazol-3-yl)pyridin-2-yl)acetamide